S1C=2C(C=C1)=C(C=1SC=CC1C2C(C#N)C)C(C#N)C 2,2'-(benzo[1,2-B:4,5-B']dithiophene-4,8-diyl)dipropionitrile